tert-butyl 6-(3-chlorothieno[3,2-c]pyridazin-6-yl)-2,6-diazaspiro[3.3]heptane-2-carboxylate ClC1=CC2=C(N=N1)C=C(S2)N2CC1(CN(C1)C(=O)OC(C)(C)C)C2